COCC1OC=CCC1 (methoxymethyl)3,4-dihydro-2H-pyran